2-nitro-1,3-thiazol [N+](=O)([O-])C=1SC=CN1